Isopropyl (S)-2-chloro-3-(4-(5,6,7,8-tetrahydroimidazo[1,5-a]pyridine-1-carboxamido)-4,7-dihydropyrano[3,4-c]pyrazol-1(5H)-yl)benzoate ClC1=C(C(=O)OC(C)C)C=CC=C1N1N=CC2=C1COC[C@H]2NC(=O)C=2N=CN1C2CCCC1